quinolonium [NH2+]1C(C=CC2=CC=CC=C12)=O